ClC=1C=C(C=C(C1OC1=CC(=C(C=C1)B1OC(C(O1)(C)C)(C)C)C(C)C)Cl)NC(CC=1C=NC=CC1)=O N-(3,5-dichloro-4-(3-isopropyl-4-(4,4,5,5-tetramethyl-1,3,2-dioxaborolan-2-yl)phenoxy)phenyl)-2-(pyridin-3-yl)acetamide